ClC=1C(N(C(=C(C1)C(C(F)(F)F)OC)C1=C(C=C(C=C1F)F)F)CC)=O 3-Chloro-1-ethyl-5-(2,2,2-trifluoro-1-methoxyethyl)-6-(2,4,6-trifluorophenyl)pyridin-2(1H)-one